BrC=1C(=NN2C1C(=CC=C2)OC)C2=CC=C(C=C2)OC bromo-4-methoxy-2-(4-methoxy-phenyl)-pyrazolo[1,5-a]pyridine